C(C1=CC=CC=C1)COCC1CCC(CC1)C(=O)Cl (1R,4r)-4-((Benzylmethoxy)methyl)cyclohexanecarbonyl chloride